FC1=C(C(=O)OC2CCCOC23CCCO3)C=CC=C1F 1,6-dioxaspiro[4.5]decan-10-yl 2,3-difluorobenzoate